BrC=1C=CC(=C(C1)N1C2=CC=CC=C2C=2C=CC=CC12)C1=NC(=NC(=N1)C1=CC=CC=C1)C1=CC=CC=C1 9-(5-bromo-2-(4,6-diphenyl-1,3,5-triazin-2-yl)phenyl)-9H-carbazole